COC1=CC=C(C=C1)CN1CC2(CCC2)C(CC1)=O 6-[(4-methoxyphenyl)methyl]-6-azaspiro[3.5]nonan-9-one